ClC1=NC=C(C(=N1)OCC1=C(C=CC(=C1)C=1N(C=C(N1)C(F)(F)F)C)OC)OC 2-chloro-5-methoxy-4-((2-methoxy-5-(1-methyl-4-(trifluoromethyl)-1H-imidazol-2-yl)benzyl)oxy)pyrimidine